B(OCCCC)(OCCCC)OCCCC N-butyl borate